CC1=C(C=CC=C1C)OC1=CC=C(C=N1)N1C(N[C@@H](C1=O)C)=O (5R)-3-{6-[(2,3-dimethylphenyl)oxy]-3-pyridinyl}-5-methyl-2,4-imidazolidinedione